CN(C=1C=CC=2N(C3=CC=C(C=C3SC2C1)N(C)C)C(=O)NNS(=O)(=O)C1=CC=C(C=C1)O)C N'-(3,7-bis(dimethylamino)-10H-phenothiazine-10-carbonyl)-4-hydroxy-benzene-sulfonohydrazide